[O-2].[O-2].[Al+3].[Zr+4] zirconium aluminum dioxide